ethyl 6-fluoro-2-methyl-5-((2-(trifluoromethyl)pyridin-3-yl)methoxy)benzofuran-3-carboxylate FC1=CC2=C(C(=C(O2)C)C(=O)OCC)C=C1OCC=1C(=NC=CC1)C(F)(F)F